N-(6-bromo-3-cyclopropylpyridin-2-yl)-3-azabicyclo[3.1.0]hexane-2-carboxamide BrC1=CC=C(C(=N1)NC(=O)C1C2CC2CN1)C1CC1